NCCCOCCOC1CCN(CC1)C(=O)OC(C)(C)C tert-butyl 4-[2-(3-aminopropoxy) ethoxy]piperidine-1-carboxylate